BrC=1N=C(C=2N(C1)C=CN2)NC2=CC(=NC=C2)C(F)(F)F 6-bromo-N-(2-(trifluoromethyl)pyridin-4-yl)imidazo[1,2-a]pyrazin-8-amine